BrCCOCCOCCOC 1-bromo-2-[2-(2-methoxyethoxy)ethoxy]ethane